C(C)OC(CCCCCCCCC)=O ethylendodecanoat